N(=[N+]=[N-])CC1CN(CCN1CC(=O)OC(C)(C)C)C(=O)OC(C)(C)C tert-butyl 3-(azidomethyl)-4-(2-(tert-butoxy)-2-oxoethyl)piperazine-1-carboxylate